7-{(1r,5s,6r)-6-[methyl-(propan-2-yl)carbamoyl]-3-azabicyclo[3.1.0]hexane-3-yl}-3-oxa-9-azabicyclo[3.3.1]nonane-9-carboxylic acid ethyl ester C(C)OC(=O)N1C2COCC1CC(C2)N2C[C@H]1C([C@H]1C2)C(N(C(C)C)C)=O